6-acetyl-2-((5-(4-(((1r,4r)-4-(((tert-butyldimethylsilyl)oxy)methyl)-cyclohexyl)methyl)piperazin-1-yl)pyridin-2-yl)amino)-8-cyclopentyl-5-methylpyrido[2,3-d]pyrimidin-7(8H)-one C(C)(=O)C1=C(C2=C(N=C(N=C2)NC2=NC=C(C=C2)N2CCN(CC2)CC2CCC(CC2)CO[Si](C)(C)C(C)(C)C)N(C1=O)C1CCCC1)C